mono-chloro-5,5-dimethylhydantoin ClN1C(=O)NC(=O)C1(C)C